BrC1=CC=CC(=N1)NC(OC(C)(C)C)=O tert-butyl N-(6-bromo-2-pyridyl)carbamate